O[C@H]1[C@@]2([C@H](CC[C@@]2([C@@H]2CC[C@@H]3C[C@H](CC[C@@]3([C@H]2C1)C)NC(=O)NCCN1CC(NCC1)=O)O)C=1COC(C1)=O)C 1-((3S,5R,8R,9S,10S,12R,13S,14S,17R)-12,14-dihydroxy-10,13-dimethyl-17-(5-oxo-2,5-dihydrofuran-3-yl)hexadecahydro-1H-cyclopenta[a]phenanthren-3-yl)-3-(2-(3-oxopiperazin-1-yl)ethyl)urea